O1C(=CC=C1)C1=CC(=NN1)C1=C(C2=CC=CC=C2C=C1)O 2-(5-(Furan-2-yl)-1H-pyrazol-3-yl)naphthalen-1-ol